ClC1=CC(=C(CC2=CC=CC(=N2)OC2CCN(CC2)CC2=NC3=C(C=NC(=C3)C(OC)=N)N2C[C@H]2OCC2)C=C1)F methyl (S)-2-((4-((6-(4-chloro-2-fluorobenzyl) pyridin-2-yl) oxy) piperidin-1-yl) methyl)-3-(oxetan-2-ylmethyl)-3H-imidazo[4,5-c]pyridine-6-carbimidate